N1=CC=C(C=C1)C(CC)NC1=NC=C(C=N1)C1=NOC(=N1)C(F)(F)F N-(1-(pyridin-4-yl)propyl)-5-(5-(trifluoromethyl)-1,2,4-oxadiazol-3-yl)pyrimidin-2-amine